4-(2-(7-(dipropylamino)-4-methyl-coumarin-3-yl)vinyl)benzaldehyde C(CC)N(C1=CC=C2C(=C(C(OC2=C1)=O)C=CC1=CC=C(C=O)C=C1)C)CCC